COC(=O)C=1N=C2N(C=CC(=C2)C(F)(F)F)C1S(=O)(=O)CC 3-(ethylsulfonyl)-7-(trifluoromethyl)imidazo[1,2-a]pyridine-2-carboxylic acid methyl ester